ClC1=CC=2N(C=C1)C=C(N2)C=2N(C(NN2)=S)C2=C(C=C(C=C2)OC)C 5-(7-Chloroimidazo[1,2-a]pyridin-2-yl)-4-(4-methoxy-2-methylphenyl)-2,4-dihydro-3H-1,2,4-triazole-3-thione